Valeric acid, Isopentyl ester C(CCCC)(=O)OCCC(C)C